C(C)(C)(C)OC(=O)N[C@@H]1[C@@H](OC(C12CCN(CC2)C(=O)OC(C)(C)C)=O)C tert-butyl (3S,4S)-4-((tert-butoxycarbonyl)amino)-3-methyl-1-oxo-2-oxa-8-azaspiro[4.5]decane-8-carboxylate